6-(2-chlorophenyl)-2-(methylsulfinyl)-8,9-dihydroimidazo[1',2':1,6]pyrido[2,3-d]pyrimidine ClC1=C(C=CC=C1)C1=CC2=C(N=C(N=C2)S(=O)C)N2C1=NCC2